4-chloro-6-(4-(1,4-dimethyl-1H-pyrazol-5-yl)piperidin-1-yl)-2-(trifluoromethyl)pyrimidine ClC1=NC(=NC(=C1)N1CCC(CC1)C1=C(C=NN1C)C)C(F)(F)F